OC1CCC(CC1)C(=O)OCC ethyl 4-hydroxycyclohexane-1-carboxylate